FC(COC(=O)N1C[C@H]([C@H](C1)F)NC(C1=C(N=CC(=C1)C1=CC(=C2C(=NC=NN21)N)CN2CCOCC2)OC)=O)(F)F 2,2,2-Trifluoroethyl-(3R,4S)-3-(5-(4-amino-5-(morpholinomethyl)pyrrolo[2,1-f][1,2,4]triazin-7-yl)-2-methoxynicotinamido)-4-fluoropyrrolidin-1-carboxylat